[Na+].NCCS(=O)(=O)[O-] taurine sodium salt